C(C1=CC=CC=C1)OP benzoxyphosphine